O=C1NC(CCC1OC1=CC(=C(C=C1)N1CCN(CC1)CCC)F)=O 3-(4-(4-((2,6-dioxopiperidin-3-yl)oxy)-2-fluorophenyl)piperazin-1-yl)propan